hydroxy-6-oxo-1,6-dihydropyridine ON1C=CC=CC1=O